1-(5-(Isopropylthio)-4-Morpholinothiazol-2-yl)-3-Methyl-1H-Pyrazole-5-Carboxylic Acid C(C)(C)SC1=C(N=C(S1)N1N=C(C=C1C(=O)O)C)N1CCOCC1